3-(4,5-bis(4-bromophenyl)-2-(4-chlorophenyl)-1H-imidazol-1-yl)propanoic acid BrC1=CC=C(C=C1)C=1N=C(N(C1C1=CC=C(C=C1)Br)CCC(=O)O)C1=CC=C(C=C1)Cl